4-(N-ISOPROPYLSULFAMOYL)PHENYLBORONIC ACID C(C)(C)NS(=O)(=O)C1=CC=C(C=C1)B(O)O